Cl.C(N)(=N)C=1C=C(CN(C(C(C(F)(F)F)(C)C)=O)CC2=CC(=C(C=C2)Cl)C(N)=N)C=CC1Cl di(3-carbamimidoyl-4-chlorobenzyl)-3,3,3-trifluoro-2,2-dimethylpropionamide hydrochloride